1,1-di(benzofuran-7-yl)-N-benzyl-N-(bis(4-(tributylsilyl)phenyl)phosphaneyl)phosphanamine O1C=CC2=C1C(=CC=C2)P(N(P(C2=CC=C(C=C2)[Si](CCCC)(CCCC)CCCC)C2=CC=C(C=C2)[Si](CCCC)(CCCC)CCCC)CC2=CC=CC=C2)C2=CC=CC=1C=COC12